ClC1=C2CNCC2=CC=C1F 4-chloro-5-fluoroisoindoline